(Z)-2-methyl-but-2-enedicarboxylate C/C(/C(C(=O)[O-])C(=O)[O-])=C/C